6,7-difluoro-2-(3-(5-nitrofuran-2-yl)oxiran-2-yl)quinoxaline FC=1C=C2N=CC(=NC2=CC1F)C1OC1C=1OC(=CC1)[N+](=O)[O-]